N-(4-acetyl-2-methylphenyl)acetamide C(C)(=O)C1=CC(=C(C=C1)NC(C)=O)C